1-(6-isopropylpyridin-3-yl)-2-methyl-2-(pyridin-3-yl)propan-1-one C(C)(C)C1=CC=C(C=N1)C(C(C)(C=1C=NC=CC1)C)=O